4-chloro-1-cyclohexylmethyloxypyridinium ClC1=CC=[N+](C=C1)OCC1CCCCC1